FC(F)C(CC(COC1=C(C=CC=C1)CCC1=CC(=CC=C1)OC(F)(F)F)OC(F)(F)F)NC(F)(F)F (difluoromethyl)-3-(trifluoromethoxy)-4-(2-(3-(trifluoromethoxy)phenethyl)phenoxy)-N-(trifluoromethyl)butan-1-amine